C([O-])([O-])=O.[Mn+2] Manganese (II) carbonate